C(C)(C)(C)C1=CC2=C(OP(OC3=C2C=C(C=C3C(C)(C)C)C(C)(C)C)OC(CCC3=CC(=C(C(=C3)C(C)(C)C)O)C(C)(C)C)=O)C(=C1)C(C)(C)C 2,4,8,10-tetra-tert-butyl-6-[3-(3,5-di-tert-butyl-4-hydroxyphenyl)propionyloxy]-dibenzo[d,f][1,3,2]dioxaphosphepine